2,5-dimethyl-3-hexyl acrylate C(C=C)(=O)OC(C(C)C)CC(C)C